FC(C(C)(O)C1=CC=C(C=2N1N=CN2)C=2C=1N(C(=NC2)NCC2=C(C=CC3=C2CCO3)F)C=NN1)(F)F 1,1,1-trifluoro-2-(8-(5-(((5-fluoro-2,3-dihydrobenzofuran-4-yl)methyl)amino)-[1,2,4]triazolo[4,3-c]pyrimidin-8-yl)-[1,2,4]triazolo[1,5-a]pyridin-5-yl)propan-2-ol